(S)-7-(2-amino-5-methylpyrimidin-4-yl)-6-fluoro-3-(4-((6-oxo-5-(trifluoromethyl)-1,6-dihydropyridazin-4-yl)amino)pentyl)quinazolin-4(3H)-one NC1=NC=C(C(=N1)C1=C(C=C2C(N(C=NC2=C1)CCC[C@H](C)NC=1C=NNC(C1C(F)(F)F)=O)=O)F)C